(E)-5,5-dimethyl-2-[m-(1H-tetrazol-1-yl)benzoylamino]-3-hexenoic acid CC(/C=C/C(C(=O)O)NC(C1=CC(=CC=C1)N1N=NN=C1)=O)(C)C